FC1=C(C=C(C=C1)NC(C)C=1N=NN(C1)C1=CC(=C(C(=O)NC2(CC2)C(=O)O)C=C1)C)C 1-(4-(4-(1-((4-fluoro-3-methylphenyl)amino)ethyl)-1H-1,2,3-triazol-1-yl)-2-methylbenzamido)cyclopropane-1-carboxylic acid